BrC1=C(C=C(C(=C1)C)NC(=O)OC(C)(C)C)N1CCN(CC1)C(=O)OC(C)(C)C tert-butyl 4-(2-bromo-5-((tert-butoxycarbonyl)amino)-4-methylphenyl)piperazine-1-carboxylate